ClC=1C=C(C=CC1)NC1=C(C=CC=C1C1=CC=CC=C1)C1=CC=CC=C1 N-(3-chlorophenyl)-[1,1':3',1''-terphenyl]-2'-amine